2,6-dichloro-7-((4-fluorophenyl)sulfonyl)-7H-purine ClC1=NC(=C2N(C=NC2=N1)S(=O)(=O)C1=CC=C(C=C1)F)Cl